NCCOCCC(=O)N1CC(CC1)NC(=O)C1=C(C=C(C=C1)NC(=O)C=1N(C(=CN1)C1=C(C(=C(C=C1)OC)F)F)C)Cl N-[4-[[1-[3-(2-Aminoethoxy)propanoyl]pyrrolidin-3-yl]carbamoyl]-3-chlorophenyl]-5-(2,3-difluoro-4-methoxyphenyl)-1-methylimidazol-2-carboxamid